[Si](C)(C)(C(C)(C)C)OCC1C2(CC1C2)C=2C=C(C=CC2)C=O 3-(((tert-butyldimethylsilyloxy)methyl)bicyclo[1.1.1]pent-1-yl)(phenyl)methanone